ClC1=C(C(=CC=C1Cl)O)[C@@H]1CC(N(C1)CCC(C)(C)O)=O (S)-4-(2,3-dichloro-6-hydroxyphenyl)-1-(3-hydroxy-3-methylbutyl)pyrrolidin-2-one